N-(2,2-difluoroethyl)-8-nitro-N-Phenyl-[1,2,4]triazolo[4,3-a]quinazolin-5-amine FC(CN(C1=NC=2N(C3=CC(=CC=C13)[N+](=O)[O-])C=NN2)C2=CC=CC=C2)F